NC1=C(SC2=NC(=CC=C21)C)C(=O)N[C@H]2COC1=CC(=CC=C1C2)N2C[C@@H]([C@H](C2)OC(F)(F)F)N 3-amino-N-((R)-7-((3S,4S)-3-amino-4-(trifluoromethoxy)pyrrolidin-1-yl)chroman-3-yl)-6-methylthieno[2,3-b]pyridine-2-carboxamide